O1CCN(CC1)C1=CC=C(C=C1)NC1=NC=CC(=N1)C1=CC=C(C(=O)N2[C@H](CCC2)C#N)C=C1 (R)-1-(4-(2-((4-Morpholinophenyl)amino)pyrimidin-4-yl)benzoyl)pyrrolidine-2-carbonitrile